9,9-bisphenyl-fluorene 2-cyanoethyl-6-(4-cyano-2-methoxyphenyl)-5-hydroxy-8-methyl-6,9-dihydrothieno[3,2-h][1,6]naphthyridine-7-carboxylate C(#N)CCOC(=O)C1=C(NC=2C3=C(N=C(C2C1C1=C(C=C(C=C1)C#N)OC)O)C=CS3)C.C3(=CC=CC=C3)C3(C1=CC=CC=C1C=1C=CC=CC31)C3=CC=CC=C3